ethyl (S)-3-amino-3-(4-fluoro-2',4',5,6'-tetramethyl-[1,1'-biphenyl]-3-yl)propanoate hydrochloride Cl.N[C@@H](CC(=O)OCC)C=1C=C(C=C(C1F)C)C1=C(C=C(C=C1C)C)C